4-(4-(4-isopropyl-5-(8-methyl-[1,2,4]triazolo[1,5-a]pyridin-6-yl)-1H-pyrazol-3-yl)phenyl)-N,N-dimethylcyclohexan-1-amine C(C)(C)C=1C(=NNC1C=1C=C(C=2N(C1)N=CN2)C)C2=CC=C(C=C2)C2CCC(CC2)N(C)C